6-(4-acetylpiperazin-1-yl)-N-(2-pyrimidinyl-methyl)-N-methyl-3,4-dihydroisoquinoline-2(1H)-sulfonamide C(C)(=O)N1CCN(CC1)C=1C=C2CCN(CC2=CC1)S(=O)(=O)N(C)CC1=NC=CC=N1